(7-methoxy-1H-indol-3-yl)ethan-1-amine COC=1C=CC=C2C(=CNC12)C(C)N